NC=1C=CC(=C(C(=O)NCC=2C=NC=CC2)C1)C 5-amino-2-methyl-N-(pyridin-3-ylmethyl)benzamide